NC1=C2C(=NC=N1)N(N=C2C2=CC=C(C=C2)OC2=CC=CC=C2)C2CCN(CC2)CC=2C=C(C(=NC2)F)C2C(NC(CC2)=O)=O 3-(5-((4-(4-amino-3-(4-phenoxyphenyl)-1H-pyrazolo[3,4-d]pyrimidin-1-yl)piperidin-1-yl)methyl)-2-fluoropyridin-3-yl)piperidine-2,6-dione